C(C=C)(=O)O.NCC(C)CN di(aminomethyl)ethane acrylate